N[C@@H](C(=O)N1CC2=NN(C=C2C1)S(=O)(=O)C1=CC2=C(N=CS2)C=C1)C1=CC(=CC=C1)F (2R)-2-amino-1-[2-(1,3-benzothiazole-6-sulfonyl)-2H,4H,5H,6H-pyrrolo[3,4-c]pyrazol-5-yl]-2-(3-fluorophenyl)ethan-1-one